(2R,3R)-3-((1S,3S,5S)-2-(((9H-fluoren-9-yl)methoxy)carbonyl)-2-azabicyclo[3.1.0]hex-3-yl)-3-methoxy-2-methylpropanoic acid C1=CC=CC=2C3=CC=CC=C3C(C12)COC(=O)N1[C@H]2C[C@H]2C[C@H]1[C@@H]([C@H](C(=O)O)C)OC